CC1C(C2=CC(=CC=C2C1)C)N racemic-2,6-dimethyl-1-indanylamine